C(CCCCCCCCCCCCCCC)(=O)OP(=O)(OC(CCCCCCCCCCCCCCC)=O)OCCN Dipalmitoylphosphoethanolamine